N-((3S,4S)-3-((6-(2,6-dichloro-3,5-dimethoxyphenyl)-8-((1-methylazetidin-3-yl)amino)pyrido[3,4-d]pyrimidin-2-yl)amino)tetrahydro-2H-pyran-4-yl)acrylamide ClC1=C(C(=C(C=C1OC)OC)Cl)C1=CC2=C(N=C(N=C2)N[C@@H]2COCC[C@@H]2NC(C=C)=O)C(=N1)NC1CN(C1)C